BrC=1C=CC(=C(OC2(CC2)C(=O)OCC)C1)[N+](=O)[O-] ethyl 1-(5-bromo-2-nitrophenoxy)cyclopropane-1-carboxylate